N-(2-methoxybenzyl)-4-(3-(pyridin-4-ylmethyl)ureido)benzamide COC1=C(CNC(C2=CC=C(C=C2)NC(=O)NCC2=CC=NC=C2)=O)C=CC=C1